(4-(2-fluoro-4-(1-(tetrahydro-2H-pyran-2-yl)-1H-pyrazol-4-yl)phenyl)-2,6-dimethylpiperazin-1-yl)(pyrrolidin-1-yl)methanone hydrochloride Cl.FC1=C(C=CC(=C1)C=1C=NN(C1)C1OCCCC1)N1CC(N(C(C1)C)C(=O)N1CCCC1)C